COC1=CC=C(CN2N=CC3=CC=C(C=C23)OC2=C(C=C(C=C2)NC=2C3=C(N=CN2)SC2=C3CCNC2)C)C=C1 N-(4-((1-(4-methoxybenzyl)-1H-indazol-6-yl)oxy)-3-methylphenyl)-5,6,7,8-tetrahydropyrido[4',3':4,5]thieno[2,3-d]pyrimidin-4-amine